1-[1-(diphenylmethyl)acridin-3-yl]-N-[(3-fluoropyridin-2-yl)methyl]-1H-pyrazole-4-carboxamide C1(=CC=CC=C1)C(C1=CC(=CC2=NC3=CC=CC=C3C=C12)N1N=CC(=C1)C(=O)NCC1=NC=CC=C1F)C1=CC=CC=C1